CC(CC=O)CCC 3-methyl-1-hexanal